CCCCCCCCCCCCCCCCCCOC[C@H](COP(=O)([O-])OCC[N+](C)(C)C)OC(=O)CCCCCC/C=C\\C/C=C\\C/C=C\\CCCCC The molecule is a phosphatidylcholine O-38:3 in which the alkyl and acyl groups specified at positions 1 and 2 are octadecyl and (8Z,11Z,14Z)-eicosatrienoyl respectively. It is a phosphatidylcholine O-38:3 and a 2-acyl-1-alkyl-sn-glycero-3-phosphocholine. It derives from an all-cis-icosa-8,11,14-trienoic acid.